Tin-manganese [Mn].[Sn]